1,4-butanediol glutarate C(CCCC(=O)O)(=O)O.C(CCCO)O